5-(3-chlorophenyl)-2-phenylbenzo[2,3]benzofuro[5,4-d]thiazole ClC=1C=C(C=CC1)C1=CC=2N=C(SC2C=2C3=C(OC21)C=CC=C3)C3=CC=CC=C3